1-[2-(1-piperidinyl)-4-pyridinyl]-N-[[2-(1-piperidinyl)-4-pyridinyl]methyl]methanamine N1(CCCCC1)C1=NC=CC(=C1)CNCC1=CC(=NC=C1)N1CCCCC1